3-((S)-3-((R)-8-(3-chlorophenyl-sulfonyl)-1-oxa-8-azaspiro[4.5]dec-3-ylamino)-2-hydroxypropoxy)-N-methylbenzenesulfonamide ClC=1C=C(C=CC1)S(=O)(=O)N1CCC2(C[C@H](CO2)NC[C@@H](COC=2C=C(C=CC2)S(=O)(=O)NC)O)CC1